(1S,2S,4S)-2-amino-4-(3-chlorophenyl)cyclobutane-1-ol N[C@@H]1[C@H]([C@@H](C1)C1=CC(=CC=C1)Cl)O